2,2'-azobis-(2-amidinopropane) HCl Cl.N(=NC(C)(C)C(N)=N)C(C)(C)C(N)=N